P(=O)(OCCOC(C=C)=O)(O)[O-] acryloxyethyl hydrogen phosphate